O[C@H]([C@H](C1=CC=CC=C1)NC(=O)C=1OC=C(N1)C1=NC(=NC=C1C)NC1=CC=NN1C)C N-((1S,2S)-2-hydroxy-1-phenylpropyl)-4-(5-methyl-2-((1-methyl-1H-pyrazol-5-yl)amino)pyrimidin-4-yl)oxazole-2-carboxamide